1-hydroxy-1,3-dihydro-2,1-benzoxaborole-6-carboxamide OB1OCC2=C1C=C(C=C2)C(=O)N